(Z)-(4-(2-chlorophenyl)piperazin-1-yl)(2,3-dichlorophenyl)methanone oxime ClC1=C(C=CC=C1)N1CCN(CC1)\C(=N/O)\C1=C(C(=CC=C1)Cl)Cl